(2S)-2-[bis(t-butoxycarbonyl)amino]-5-hydroxy-pentanoic acid methyl ester COC([C@H](CCCO)N(C(=O)OC(C)(C)C)C(=O)OC(C)(C)C)=O